3-{cyclohexyl[3-(4,4,5,5-tetramethyl-1,3,2-dioxaborolan-2-yl)phenyl]methyl}-4-methyl-4H-1,2,4-triazole C1(CCCCC1)C(C1=NN=CN1C)C1=CC(=CC=C1)B1OC(C(O1)(C)C)(C)C